C[C@]1(O)[C@H](O)[C@@H](O)CO1 (4'R)-methyl-alpha-L-threose